C(C1=CC=CC=C1)(C1=CC=CC=C1)N[C@H]1C(N(NC1)C)=O (R)-4-(benzhydrylamino)-2-methylpyrazolidin-3-one